C1(CC1)CNC=1C=2N(C=C(C1)C=1N=NN(C1C)C1CCN(CC1)C(=O)C1(CN(C1)C(C=C)=O)F)N=CC2C#N 4-(cyclopropylmethylamino)-6-[1-[1-(3-fluoro-1-prop-2-enoyl-azetidine-3-carbonyl)-4-piperidyl]-5-methyl-triazol-4-yl]pyrazolo[1,5-a]pyridine-3-carbonitrile